(2-morpholinylethyl)-2-oxo-6-(pyrimidin-4-yl)-N-(spiro[3.3]hept-2-yl)-1,2-dihydro-1,8-naphthyridine-3-carboxamide N1(CCOCC1)CCN1C(C(=CC2=CC(=CN=C12)C1=NC=NC=C1)C(=O)NC1CC2(C1)CCC2)=O